C1(CC1)CN(CC=O)C(C)C 2-[(CYCLOPROPYLMETHYL)(PROPAN-2-YL)AMINO]ACETALDEHYDE